N1=C(\C(\CCC1)=C\C1=C(C=C(C=C1)O)OC)C=1C=NC=CC1 4-[(E)-5,6-dihydro-2,3'-bipyridin-3(4H)-ylidenemethyl]-3-methoxyphenol